4,4,5,5-tetramethyl-2-(4,4,5,5-tetramethyl-1,3-dioxolan-2-yl)-1,3,2-dioxaborolane CC1(OB(OC1(C)C)C1OC(C(O1)(C)C)(C)C)C